trifluoromethyl-trimethyl-silane FC(F)(F)[Si](C)(C)C